CS(=O)(=O)OC[C@@H]1CN(CC1)C(=O)OC(C)(C)C Tert-butyl (S)-3-(((methylsulfonyl)oxy)methyl)pyrrolidine-1-carboxylate